C1(=CC=CC=C1)C1=C(N=C(O1)C1=CC=C(C=C1)OC(F)(F)F)C(=O)N 5-phenyl-2-(4-(trifluoromethoxy)phenyl)Oxazole-4-carboxylic acid amide